1,2-bis(2,4-diamino-1,3,5-triazin-6-yl)benzene NC1=NC(=NC(=N1)N)C1=C(C=CC=C1)C1=NC(=NC(=N1)N)N